C1(CC1)N1C(=NC=2C1=NC(=CC2)C#N)C2=CN=NC(=C2)C2CC2 3-cyclopropyl-2-(6-cyclopropylpyridazin-4-yl)-3H-imidazo[4,5-b]pyridine-5-carbonitrile